[NH4+].FC(C(F)(F)S(=O)(=O)[O-])(CCCCCCCC(F)(F)F)F heptafluorodecylsulfonate ammonium